ClC=1C(=NN(C1C)C=1C=C(C(=O)NC2=CC3=C(OCO3)C=C2C)C=CC1)C 3-(4-chloro-3,5-dimethyl-pyrazol-1-yl)-N-(6-methyl-1,3-benzodioxol-5-yl)benzamide